2-Benzyl-4-(3,4-dichlorophenyl)imidazole C(C1=CC=CC=C1)C=1NC=C(N1)C1=CC(=C(C=C1)Cl)Cl